5-[1-(2-Fluoro-6-methyl-phenyl)-azetidin-3-yl]-2-methyl-2,4,5,7-tetrahydro-pyrazolo[3,4-d]pyrimidin-6-one FC1=C(C(=CC=C1)C)N1CC(C1)N1C(NC=2C(C1)=CN(N2)C)=O